butyl (14-amino-3,6,9,12-tetraoxatetradecyl)carbamate NCCOCCOCCOCCOCCNC(OCCCC)=O